Butyl (R)-3-(2-((4,4-difluorocyclohexyl)amino)ethyl)piperidine-1-carboxylate FC1(CCC(CC1)NCC[C@@H]1CN(CCC1)C(=O)OCCCC)F